BrC1=CC=C(C=C1)[C@]12[C@](C3=NC=C(C=C3O1)Cl)(CC1(CC1)[C@@H]2C2=CC=CC=C2)O |r| rac-(5aR,6R,8aR)-5a-(4-bromophenyl)-3-chloro-8a-hydroxy-6-phenyl-5a,8a-dihydrospiro[cyclopenta[4,5]furo[3,2-b]pyridine-7,1'-cyclopropan]